octanoic acid lead salt [Pb+2].C(CCCCCCC)(=O)[O-].C(CCCCCCC)(=O)[O-]